(4-hydroxyphenyl)boronic acid neopentyl ester C(C(C)(C)C)OB(O)C1=CC=C(C=C1)O